bis(4-chlorophenyl)-4-methylphenylsulfonium ClC1=CC=C(C=C1)[S+](C1=CC=C(C=C1)C)C1=CC=C(C=C1)Cl